(1R,2S)-1-((tert-Butoxycarbonyl)amino)-2-(2,2-difluoroethyl)cyclopropanecarboxylic acid methyl ester COC(=O)[C@@]1([C@@H](C1)CC(F)F)NC(=O)OC(C)(C)C